5-(2,6-difluorophenyl)picolinaldehyde FC1=C(C(=CC=C1)F)C=1C=CC(=NC1)C=O